BrC1=CC=C(S1)CC(=O)Cl 2-(5-bromo-2-thienyl)acetyl chloride